NC(C(=O)NC1=CNC2=CC=C(C=C12)C=1C=NN(C1)C1=CC=C(C=C1)C(F)(F)F)(CC(C)C)C 2-amino-2,4-dimethyl-N-(5-{1-[4-(trifluoro-methyl)phenyl]-1H-pyrazol-4-yl}-1H-indol-3-yl)pentanamide